N-(1-(azetidin-1-ylmethyl)cyclopropyl)-2-(4-fluoro-1H-indol-1-yl)-2-methylpropanamide N1(CCC1)CC1(CC1)NC(C(C)(C)N1C=CC2=C(C=CC=C12)F)=O